N-(4-bromopyridin-2-yl)-3-(thiomorpholin-4-yl)propionamide BrC1=CC(=NC=C1)NC(CCN1CCSCC1)=O